butanediyl sebacate C1(CCCCCCCCC(=O)OCCCCO1)=O